C(C)(C)(C)[C@@H]1CN(C(S1)=S)C(C[C@H](CC[C@]1(OC(O[C@H]1C=C)C1=CC=C(C=C1)OC)C)O[Si](C)(C)C(C)(C)C)=O (3S)-1-((R)-5-(tert-Butyl)-2-thioxothiazolidin-3-yl)-3-((tert-butyldimethylsilyl)oxy)-5-((4R,5S)-2-(4-methoxyphenyl)-4-methyl-5-vinyl-1,3-dioxolan-4-yl)pentan-1-one